C(C1=CC=CC=C1)OC=1C(=NC=NC1Cl)Cl (l)-5-(benzyloxy)-4,6-dichloropyrimidine